CN1C(C(C2=CC=CC=C12)=CC=1OC=2C(=NC=CC2)N1)=O 1-methyl-3-(oxazolo[4,5-b]pyridin-2-ylmethylene)indolin-2-one